FC(CNC1=C(C#N)C=C(C=C1)C=1OC(=NN1)C1=CC=CC=2N(C=NC21)C)F 2-[(2,2-difluoroethyl)amino]-5-{5-(1-methyl-1H-1,3-benzodiazol-4-yl)-1,3,4-oxadiazol-2-yl}benzonitrile